[Cl-].OCC[NH+](C)C 2-hydroxyethyl-dimethyl-ammonium chloride